CC1=NC=CC(=C1)C=1C=CC2=C(C1)COC1=NC(=CC=C12)OC1C[C@H]2CC[C@@H](C1)N2C(=O)OC(C)(C)C tert-butyl (1R,3s,5S)-3-((8-(2-methylpyridin-4-yl)-6H-isochromeno[3,4-b]pyridin-3-yl)oxy)-8-azabicyclo[3.2.1]octane-8-carboxylate